2-(4-nitrobenzylidene)cyclopentanone 6-methylheptyl-2-[4-[4,6-bis(4-phenylphenyl)-1,3,5-triazin-2-yl]-3-hydroxy-phenoxy]propanoate CC(CCCCCOC(C(C)OC1=CC(=C(C=C1)C1=NC(=NC(=N1)C1=CC=C(C=C1)C1=CC=CC=C1)C1=CC=C(C=C1)C1=CC=CC=C1)O)=O)C.[N+](=O)([O-])C1=CC=C(C=C2C(CCC2)=O)C=C1